N1(N=CN=C1)C1=CC=C(C=C1)C(NC(CCCC)=O)C1=CC(=C2C=CC=NC2=C1O)[N+](=O)[O-] N-{[4-(1H-1,2,4-triazol-1-yl)phenyl](8-hydroxy-5-nitroquinolin-7-yl)methyl}pentanamide